O1[C@H]([C@H]1C(=O)O)C(=O)O cis-oxirane-2,3-dicarboxylic acid